L-tartaric acid disodium salt [Na+].[Na+].C([C@H](O)[C@@H](O)C(=O)[O-])(=O)[O-]